O=C1CN(CC(N1)=O)CCC1=C2CC(CN(C2=CC=C1)C1=CC=C(C=C1)C(F)(F)F)CNC(OC(C)(C)C)=O tert-butyl ((5-(2-(3,5-dioxopiperazin-1-yl)ethyl)-1-(4-(trifluoromethyl)phenyl)-1,2,3,4-tetrahydroquinolin-3-yl)methyl)carbamate